((2R,3S,4R,5R)-5-cyano-3,4-dihydroxy-5-(4-((((pivaloyloxy)methoxy)carbonyl) amino)pyrrolo[2,1-f][1,2,4]triazin-7-yl)tetrahydrofuran-2-yl)methyl 2-cyclohexyl-2-methylpropanoate C1(CCCCC1)C(C(=O)OC[C@H]1O[C@]([C@@H]([C@@H]1O)O)(C1=CC=C2C(=NC=NN21)NC(=O)OCOC(C(C)(C)C)=O)C#N)(C)C